N1(C=NC=C1)CC1=C(C=CC=C1)NCC1=CC=C(C=C1)NC(C)=O N-[4-[[[2-(1H-imidazol-1-ylmethyl)phenyl]amino]methyl]phenyl]-acetamide